(R/S)-3-(3-[(4,4-Dimethyl-1,1-dioxido-3,4-dihydro-2H-benzo[b][1,4,5]oxathiazepin-2-yl)methyl]-4-methylphenyl)-3-(3-methyl-[1,2,4]triazolo[4,3-a]pyridin-7-yl)propanoic acid CC1(CN(S(C2=C(O1)C=CC=C2)(=O)=O)CC=2C=C(C=CC2C)[C@@H](CC(=O)O)C2=CC=1N(C=C2)C(=NN1)C)C |r|